BrCCCCCC(OCCCCCCCCCC)OCCCCCCCCCC 6-bromo-1,1-didecyloxy-hexane